C(#N)C1=C(N=C(C=2CCCCC12)CC)SC(C(=O)O)C1=CC=CC=C1 2-((4-cyano-1-ethyl-5,6,7,8-tetrahydroisoquinolin-3-yl)thio)-2-phenylacetic acid